NC1=NC2=CC=C(C=C2C(=C1)CO[Si](C)(C)C(C)(C)C)C(=O)N(C1COC2=C1C=CC(=C2)C(F)(F)F)C=2C=NN(C2)C 2-amino-4-(((tert-butyldimethylsilyl)oxy)methyl)-N-(1-methyl-1H-pyrazol-4-yl)-N-(6-(trifluoromethyl)-2,3-dihydrobenzofuran-3-yl)quinoline-6-carboxamide